O1[C@@H](COC2=NC=CC=C21)CNC(=O)C2=C(C1=C(CCC3=CN(N=C13)CC1=NC(=CC=C1)C)O2)C |r| N-[(2R/S)-2,3-Dihydro[1,4]dioxino[2,3-b]pyridin-2-ylmethyl]-8-methyl-2-[(6-methylpyridin-2-yl)methyl]-4,5-dihydro-2H-furo[2,3-g]indazol-7-carboxamid